(E)-1,5-diphenyl-2-penten-1-ol C1(=CC=CC=C1)C(\C=C\CCC1=CC=CC=C1)O